(R)-3-(2-cyanoisoindolin-4-yl)-N-(1-phenylethyl)benzamide C(#N)N1CC2=CC=CC(=C2C1)C=1C=C(C(=O)N[C@H](C)C2=CC=CC=C2)C=CC1